(1S,2S,4R,6R,8S,9S,11S,12R,13S,19S)-12,19-difluoro-6-(3-fluorophenyl)-11-hydroxy-8-(2-hydroxyacetyl)-9,13-dimethyl-5,7-dioxapentacyclo[10.8.0.02,9.04,8.013,18]icosa-14,17-dien-16-one F[C@@]12[C@H](C[C@@]3([C@@]4(O[C@@H](O[C@@H]4C[C@H]3[C@@H]2C[C@@H](C2=CC(C=C[C@]12C)=O)F)C1=CC(=CC=C1)F)C(CO)=O)C)O